OC=1C=C(C=CC1)CCC(=O)N(C)C 3-(3-hydroxyphenyl)-N,N-dimethylpropionamide